2,6-dimethyl-piperazin CC1NC(CNC1)C